CN1N=CC=CC1=O 2-methylpyridazin-3(2H)-one